N1(CCNCCC1)C1=CC=C(C=N1)C1C(NC(CC1)=O)=O 3-(6-(1,4-diazepan-1-yl)pyridin-3-yl)piperidine-2,6-dione